BrC=1C=C(SC1CC)C=1C=C(N(S(N1)(=O)=O)C)C(=O)OC Methyl 5-(4-bromo-5-ethylthiophen-2-yl)-2-methyl-2H-1,2,6-thiadiazine-3-carboxylate 1,1-dioxide